ClC=1C(=NC=C(C1[C@H](C)OC=1C=C2C(=NN(C2=CC1)C1OCCCC1)I)Cl)F 5-[(1S)-1-(3,5-dichloro-2-fluoro-4-pyridyl)ethoxy]-3-iodo-1-tetrahydropyran-2-yl-indazole